(3-ethoxy-5-(1H-pyrazol-1-yl)phenoxy)-7-methoxyquinoline-6-carboxamide C(C)OC=1C=C(OC2=NC3=CC(=C(C=C3C=C2)C(=O)N)OC)C=C(C1)N1N=CC=C1